C12OCCC2CCO1 2,8-dioxabicyclo-[3.3.0]-octane